F[C@@H]1[C@H]([C@H](NC1=O)COC1=NC=CC2=CC(=C(C=C12)OC)C(=O)N)C 1-{[(2s,3s,4r)-4-fluoro-3-methyl-5-oxopyrrolidin-2-yl]methoxy}-7-methoxyisoquinoline-6-carboxamide